FC1=C(C=C(C(=C1)C)C1=NC=CC=N1)C1C2(N(C(CC1C)C2)C(=O)N)COC (2-fluoro-4-methyl-5-pyrimidin-2-ylphenyl)-1-(methoxymethyl)-3-methyl-6-azabicyclo[3.1.1]heptane-6-carboxamide